C1(=CC=CC=C1)C1=CC=C(C=C1)CN[C@@H](C)C(=O)O 4-phenylphenylmethyl-alanine